1,1-dichloro-3,3-difluoropropane ClC(CC(F)F)Cl